α-hexylstyrene C(CCCCC)C(=C)C1=CC=CC=C1